C[C@@H]1CC=2C(CN1C(=O)OC(C)(C)C)=C(NN2)C(=O)OCC 5-(tert-butyl) 3-ethyl (R)-6-methyl-2,4,6,7-tetrahydro-5H-pyrazolo[4,3-c]pyridine-3,5-dicarboxylate